C(#N)C=1C=NSC1C(C(=O)N)(CC)C1=CC=CC=C1 (4-cyano-isothiazol-5-yl)-2-phenyl-butyramide